ClC1=C(C2=C(NC(O[C@]23CN(CC3)C3=CC(=CN=N3)C(=O)NCC3=CC=C(C=C3)CN(C3CC3)CCC#N)=O)C=C1)F (S)-6-(6-Chloro-5-fluoro-2-oxo-1,2-dihydrospiro[benzo[d][1,3]oxazine-4,3'-pyrrolidin]-1'-yl)-N-(4-(((2-cyanoethyl)(cyclopropyl)amino)methyl)benzyl)pyridazine-4-carboxamide